Racemic-1-(1-(6,7-difluoro-1-oxo-1,2-dihydroisoquinolin-4-yl)ethyl)-3-(1H-indol-6-yl)-1-methylurea FC=1C=C2C(=CNC(C2=CC1F)=O)[C@@H](C)N(C(=O)NC1=CC=C2C=CNC2=C1)C |r|